Cl.O1CCOC2=C1C=CC=C2NC(=O)[C@@H]2CNC[C@H]2C2=CC=CC=C2 trans-N-(2,3-Dihydro-1,4-benzodioxin-5-yl)-4-phenylpyrrolidine-3-carboxamide hydrochloride